4-{3-azatricyclo[6.2.2.02,7]dodeca-2(7),3,5-trien-5-ylamino}-2-{3-methoxy-4-[(1r,3r)-3-(dimethylamino)cyclobutoxy]phenylamino}pyrimidine C12C=3N=CC(=CC3C(CC1)CC2)NC2=NC(=NC=C2)NC2=CC(=C(C=C2)OC2CC(C2)N(C)C)OC